1,4-bis(ethoxymethyl)-cyclohexane C(C)OCC1CCC(CC1)COCC